2-bromo-1-(6-(difluoromethoxy)pyridin-3-yl)ethan-1-one BrCC(=O)C=1C=NC(=CC1)OC(F)F